ClC=1C(=NC=CC1)C(=O)N1C[C@H]2[C@@H](C1)CN(C2)C2=CC=C(C=N2)C=2C=1N(C=C(C2)OCC)N=CC1C#N 4-(6-((3aR,6aS)-5-(3-chloropyridineformyl)hexahydropyrrolo[3,4-c]pyrrol-2(1H)-yl)pyridin-3-yl)-6-ethoxypyrazolo[1,5-a]pyridine-3-carbonitrile